O1C2=C(OCC1)C=C(C=C2)C2=C(C#N)C(=CC=C2)N2CCC(CC2)N[C@@H]2CC[C@H](CC2)O 2-(2,3-dihydrobenzo[b][1,4]dioxin-6-yl)-6-(4-(trans-4-hydroxycyclohexylamino)piperidin-1-yl)benzonitrile